3-((6-(trifluoromethyl)quinazolin-4-yl)amino)pyrrolidin-2-one FC(C=1C=C2C(=NC=NC2=CC1)NC1C(NCC1)=O)(F)F